Rac-(5s,7s)-7-fluoro-5-phenyl-6,7-dihydro-5H-pyrrolo[1,2-b][1,2,4]triazole-2-thiol F[C@H]1C[C@H](N2N=C(N=C21)S)C2=CC=CC=C2 |r|